C(C)(C)(C)OC(=O)NC=1C(=NC(=CC1)Cl)CNCC(=O)OC Methyl 2-[({3-[(tert-butoxycarbonyl)amino]-6-chloropyridin-2-yl}methyl)amino]acetate